C(C)(=O)N1CCN(CC1)C=1C=CC(=NC1)C=1OC2=C(C=C(C=C2C(C1C)=O)C)[C@@H](C)NC1=C(C(=O)O)C=CC=C1 2-[[(1R)-1-[2-[5-(4-acetylpiperazin-1-yl)-2-pyridyl]-3,6-dimethyl-4-oxo-chromen-8-yl]ethyl]amino]benzoic acid